BrC1=CC=CN2C(=C(C=C12)C#CCN(C(OC(C)(C)C)=O)C1=C(C=C(C=C1)C(NC)=O)C#N)SC(F)(F)F tert-butyl N-(3-{8-bromo-3-[(trifluoromethyl)sulfanyl]indolizin-2-yl}prop-2-yn-1-yl)-N-[2-cyano-4-(methylcarbamoyl)phenyl]carbamate